O(C1=CC=CC=C1)C1CN(C1)S(=O)(=O)C1CN(CC1)C#N 3-((3-phenoxyazetidin-1-yl)sulfonyl)pyrrolidine-1-carbonitrile